(R)-9-(5-((1-(3-fluoropropyl)pyrrolidin-3-yl)oxy)-2-methylphenyl)-8-phenyl-6,7-dihydro-5H-benzo[7]annulene-3-carboxylic acid FCCCN1C[C@@H](CC1)OC=1C=CC(=C(C1)C1=C(CCCC2=C1C=CC(=C2)C(=O)O)C2=CC=CC=C2)C